C(C)(C)N1N=C(C(=C1C)O)C1=C(C=CC=C1)OCC 1-isopropyl-3-(2-Ethoxyphenyl)-5-methyl-pyrazol-4-ol